2-(4-(pyridin-3-yl)but-1-yn-1-yl)thiazole-4-carbaldehyde oxime hydrochloride Cl.N1=CC(=CC=C1)CCC#CC=1SC=C(N1)C=NO